CC1(N([C@H](CO1)C(=O)OC)C(=O)OC(C)(C)C)C methyl (R)-(+)-3-boc-2,2-dimethyl-4-oxazolidinecarboxylate